CN1C(C2=CC(=CC=C2C=C1)NC(=O)C=1C=NN(C1C(F)(F)F)C1=C2C=CC=NC2=CC=C1)=O N-(2-methyl-1-oxo-1,2-dihydroisoquinolin-7-yl)-1-(quinolin-5-yl)-5-(trifluoromethyl)-1H-pyrazole-4-carboxamide